ClC1=C(C=C(C=C1C)N1CCN(CC1)C(CN1N=C(C2=C1CCC2)C(=O)N2C[C@H](O[C@H](C2)C)C)=O)C 1-[4-(4-Chloro-3,5-dimethylphenyl)piperazin-1-yl]-2-{3-[(2R,6S)-2,6-dimethylmorpholin-4-carbonyl]-5,6-dihydrocyclopenta[c]pyrazol-1(4H)-yl}ethan-1-on